ClC=1C=C2C=NN(C2=C(C1)C(=O)NC1CC2(CC(C2)CC(=O)O)C1)CC1=NC=C(N=C1)C1=CC(=CC(=C1)OC)F (Ra)-2-(6-(5-chloro-1-((5-(3-fluoro-5-methoxyphenyl)pyrazin-2-yl)methyl)-1H-indazole-7-carboxamido)spiro[3.3]heptane-2-yl)acetic acid